styrene-Methacrylic acid CC(=C)C(=O)O.C=CC1=CC=CC=C1